ClC(C(CC(=O)OCCC)=O)Cl propyl 4,4-dichloroacetoacetate